N-t-butoxycarbonyl-N-methyl-L-phenylalanine dicyclohexylamine salt C1(CCCCC1)NC1CCCCC1.C(C)(C)(C)OC(=O)N([C@@H](CC1=CC=CC=C1)C(=O)O)C